4-(2-methyl-6,7-dihydropyrazolo[1,5-a]pyrimidin-4(5H)-yl)-N-(5-(5-methylpyridin-3-yl)pyrazin-2-yl)-4-oxobutanamide CC1=NN2C(N(CCC2)C(CCC(=O)NC2=NC=C(N=C2)C=2C=NC=C(C2)C)=O)=C1